N(=C=O)C(C)(C)C1=CC=C(C=C1)C(C)(N=C=O)C 1,4-Bis(1-isocyanato-1-methylethyl)-benzol